(difluoromethyl)-4-iodo-1H-pyrazole FC(F)N1N=CC(=C1)I